ClC=1C=C2C=C(NC2=CC1OCC[C@H]1OCCC1)CNC(=O)C1(CC1)C (S)-N-((5-chloro-6-(2-(tetrahydrofuran-2-yl)ethoxy)-1H-indol-2-yl)methyl)-1-methylcyclopropane-1-carboxamide